4-anilinophenyl-itaconamide N(C1=CC=CC=C1)C1=CC=C(C=C1)C=C(C(=O)N)CC(=O)N